tert-butyl (3-bromo-6-chloro-9H-pyrido[2,3-b]indol-8-yl)(methyl)carbamate BrC1=CC2=C(NC3=C(C=C(C=C23)Cl)N(C(OC(C)(C)C)=O)C)N=C1